(1S,4S)-4-methoxy-1,2,3,4-tetrahydronaphthalene-1-amine CO[C@H]1CC[C@@H](C2=CC=CC=C12)N